2-amino-1-[5-methyl-1-(2,2,2-trifluoroethyl)-1H-pyrazol-4-yl]ethan-1-one hydrochloride Ethyl-5-[5-methyl-1-(2,2,2-trifluoroethyl)-1H-pyrazol-4-yl]-1,3-oxazole-4-carboxylate C(C)OC(=O)C=1N=COC1C=1C=NN(C1C)CC(F)(F)F.Cl.NCC(=O)C=1C=NN(C1C)CC(F)(F)F